(1,1-dichloro-3,3,3-trifluoropropyl) ether ClC(CC(F)(F)F)(Cl)OC(CC(F)(F)F)(Cl)Cl